OC(COCC(C)(C)S(=O)(=O)C1(CC1)CN1C(C2=C(CC1)C(=NN2C)C(=O)N)=O)C 6-((1-((1-(2-hydroxypropoxy)-2-methylpropan-2-yl)sulfonyl)cyclopropyl)methyl)-1-methyl-7-oxo-4,5,6,7-tetrahydro-1H-pyrazolo[3,4-c]pyridine-3-carboxamide